tert-butyl 3-[2-[2-[2-[2-[2-[2-[2-[2-[2-[2-(4-nitrophenoxy)carbonyloxyethoxy] ethoxy] ethoxy] ethoxy] ethoxy] ethoxy] ethoxy] ethoxy] ethoxy] ethoxy]propanoate [N+](=O)([O-])C1=CC=C(OC(=O)OCCOCCOCCOCCOCCOCCOCCOCCOCCOCCOCCC(=O)OC(C)(C)C)C=C1